6-((4-(phenylamino)phenyl)amino)-1,3,5-triazine-2,4-dithiol C1(=CC=CC=C1)NC1=CC=C(C=C1)NC1=NC(=NC(=N1)S)S